N-(1-(6-(1,1-difluoroethyl)pyridin-2-yl)-3,3-dimethyl-2,3-dihydro-1H-pyrrolo[3,2-c]pyridin-6-yl)acetamide Bicyclo[2.2.1]hept-5-en-2-yl-methacrylate C12C(CC(C=C1)C2)OC(C(=C)C)=O.FC(C)(F)C2=CC=CC(=N2)N2CC(C=1C=NC(=CC12)NC(C)=O)(C)C